2-azaspiro[3.3]heptan-1-one C1(NCC12CCC2)=O